NC1=NC=C(C(=C1N)C1CCN(CC1)C(=O)C1=CC=C(C=C1)OC(F)(F)F)F [4-(2,3-diamino-5-fluoro-4-pyridyl)-1-piperidyl]-[4-(trifluoromethoxy)phenyl]methanone